4-iodo-1-[(3-methoxytricyclo[3.3.1.13,7]dec-1-yl)methyl]-5-methyl-1H-pyrazole IC=1C=NN(C1C)CC12CC3(CC(CC(C1)C3)C2)OC